CC1=C(C(C2=CC=CC=C2C1=O)=O)C Bis-Methyl-Naphthoquinone